[C@H]([C@@H](C(=O)O)O)(C(=O)O)O (-)-D-tartaric acid